4-(3,5-dibromophenyl)oxane BrC=1C=C(C=C(C1)Br)C1CCOCC1